O1C=CC2=C1C=CC=C2C2(CC(C2)=O)C#N 1-(benzofuran-4-yl)-3-oxocyclobutane-1-carbonitrile